FC(C1=NN=C(O1)C1=CC(=C(C=C1)CN(S(=O)(=O)N1CCS(CC1)(=O)=N)C1=CC(=CC=C1)OC)F)F N-[[4-[5-(difluoromethyl)-1,3,4-oxadiazol-2-yl]-2-fluoro-phenyl]methyl]-1-imino-N-(3-methoxyphenyl)-1-oxo-1,4-thiazinan-4-sulfonamide